S-(benzo[d]thiazol-2-yl)-N,N-diethylthiolamine S1C(=NC2=C1C=CC=C2)S2C(=CC=C2)N(CC)CC